C(C)(C)(C)OC(=O)N1C(=C(C2=NC(=C(C=C21)F)C2CCN(CC2)C(=O)OC(C)(C)C)C(C)C)Br.OC(C)(CC2=CC=CC=N2)C 6-(2-hydroxy-2-methylpropan-3-yl)pyridine tert-butyl-2-bromo-5-(1-(tert-butoxycarbonyl)piperidin-4-yl)-6-fluoro-3-isopropyl-1H-pyrrolo[3,2-b]pyridine-1-carboxylate